BrC=1C=C2NC(C=3N(C2=CC1)C=NC3C)=O 7-bromo-3-methylimidazo[1,5-a]quinoxalin-4(5H)-one